OC=1C=C(C=C2OC3=C(C2)C=C(C=C3)O)C=CC1O 2-(3,4-dihydroxybenzylidene)-5-hydroxybenzofuran